C(C)(C)(C)C1=NOC(=N1)C=1C(=NC(=NC1)NC1=CC(=C(C=C1)S(=O)(=O)C)F)N[C@H](CO)C1=CC=CC=C1 (2S)-2-[[5-(3-tert-butyl-1,2,4-oxadiazol-5-yl)-2-(3-fluoro-4-methylsulfonyl-anilino)pyrimidin-4-yl]amino]-2-phenyl-ethanol